2-amino-4-oxo-5-(4-(trifluoromethyl)phenyl)-4,5-dihydrofuran-3-yl (4-(trifluoromethyl)phenyl)methanesulfonate FC(C1=CC=C(C=C1)CS(=O)(=O)OC1=C(OC(C1=O)C1=CC=C(C=C1)C(F)(F)F)N)(F)F